FC1(COC1)C1=CC(=C(C(=C1)C(C)C)CC(=O)Cl)C(C)C 2-[4-(3-fluorooxetan-3-yl)-2,6-bis(prop-2-yl)phenyl]acetyl chloride